5-cyclopentyl-N-[(2S)-4-(3,3-difluoropiperidin-1-yl)-1-(1H-1,2,3,4-tetrazol-5-yl)butan-2-yl]-1-[2-(trifluoromethyl)phenyl]-1H-1,2,4-triazole-3-Carboxamid C1(CCCC1)C1=NC(=NN1C1=C(C=CC=C1)C(F)(F)F)C(=O)N[C@H](CC1=NN=NN1)CCN1CC(CCC1)(F)F